C(C)N1C(N=C(C(=C1N)NC=O)O)N ethyl-2,6-diamino-4-hydroxy-5-formamidopyrimidine